C(C=C)(=O)N1CC2(C1)CN(CC2)C2=C(C#N)C(=CN=C2)C2=C(C=CC=C2O)F 3-(2-acryloyl-2,6-diazaspiro[3.4]octan-6-yl)-5-(2-fluoro-6-hydroxyphenyl)isonicotinonitrile